N-[2,4-difluoro-3-[5-(1H-imidazol-2-yl)imidazo[1,5-b]pyridazin-2-yl]phenyl]-5-fluoro-2-methoxypyridine-3-sulfonamide FC1=C(C=CC(=C1C=1C=CC=2N(N1)C=NC2C=2NC=CN2)F)NS(=O)(=O)C=2C(=NC=C(C2)F)OC